N,N-bis({[1,1'-biphenyl]-4-yl})-5-phenyl-8-oxatricyclo[7.4.0.02,7]tridec-1(13),2,4,6,9,11-hexa-en-3-amine C1(=CC=C(C=C1)N(C1=C2C3=CC=CC=C3OC2=CC(=C1)C1=CC=CC=C1)C1=CC=C(C=C1)C1=CC=CC=C1)C1=CC=CC=C1